FC1=C(C=C(C=C1C[C@@H]1N(C2CC([C@@H]1NS(=O)(=O)C)(C2)F)C(=O)OC(C)(C)C)F)C2=CC=CC=C2 |o1:8,13| tert-Butyl (3S*,4R*)-3-[(2,5-difluoro[biphenyl]-3-yl)methyl]-5-fluoro-4-[(methylsulfonyl)amino]-2-azabicyclo[3.1.1]heptane-2-carboxylate